4-chloro-N-cyclopropyl-N,6-dimethylthieno[2,3-d]pyrimidin-2-amine ClC=1C2=C(N=C(N1)N(C)C1CC1)SC(=C2)C